4-(2-fluorophenyl)methylene-2,6-di-tert-butyl-2,5-cyclohexadien-1-one FC1=C(C=CC=C1)C=C1C=C(C(C(=C1)C(C)(C)C)=O)C(C)(C)C